ClC=1C=C2C=CN=C(C2=CC1)C=1C=C(C2=CC=CC=C2C1)C#N 3-(6-chloroisoquinolin-1-yl)-1-naphthalonitrile